Cl.Cl.COC=1C=C(C=CC1C=1C=NNC1)N1CC2(CC1=O)CCNCC2 2-(3-methoxy-4-(1H-pyrazol-4-yl)phenyl)-2,8-diazaspiro[4.5]Decan-3-one 2HCl